C(CCC)C1(CS(C2=C([C@H]([C@H]1O)C1=CC=C(C=C1)OCC1=CC=C(C=C1)CO)C=C(C=C2)N(C)C)(=O)=O)CCCC (4R,5R)-3,3-dibutyl-5-[4-[[4-(hydroxymethyl)phenyl]methoxy]phenyl]-7-(dimethylamino)-2,3,4,5-tetrahydro-1-benzothiepin-4-ol 1,1-dioxide